methyl 16-(4-sulfamoylphenoxy)hexadecanoate S(N)(=O)(=O)C1=CC=C(OCCCCCCCCCCCCCCCC(=O)OC)C=C1